((4-nitrophenyl)sulfonyl)azane [N+](=O)([O-])C1=CC=C(C=C1)S(=O)(=O)N